BrC=1C(=C(C=CC1)NC(=O)C1=NN2C([C@@H](CCC2)NC)=C1)Cl (4R)-N-(3-bromo-2-chloro-phenyl)-4-(methylamino)-4,5,6,7-tetrahydropyrazolo[1,5-a]pyridine-2-carboxamide